C(C(=C)C)(=O)OCC12C3(CCC(C2CCC1)C3)COC(C(=C)C)=O bis(methacryloxymethyl)tricyclo[5.2.1.02,6]Decane